NC1=CC=C(OC2C3C4=C(C2CC3)C=C(C=C4)OC4=CC=C(C=C4)N)C=C1 3,6-bis(4-aminophenoxy)benzonorbornene